COC(C1=C(C=C(C=C1)CC1CC2(CN(C2)C(=O)N2CC3(C2)CC(C3)C3=NC(=NN3)C3CC3)C1)OC(F)(F)F)=O 4-[[2-[6-(3-cyclopropyl-1H-1,2,4-triazol-5-yl)-2-azaspiro[3.3]heptane-2-carbonyl]-2-azaspiro[3.3]heptan-6-yl]methyl]-2-(trifluoromethoxy)benzoic acid methyl ester